[Si]([O-])([O-])([O-])[O-].[Na+].[K+].[Al+3].C(CCCCCCCCCCCCCCCCC)N[C@@H](CCCCN)C(=O)O N-stearyl-lysine aluminum-potassium-sodium silicate